2-(3-Butyl-2,2-dimethylcyclopropyl)-3-propylcyclopent-2-en-1-one C(CCC)C1C(C1C=1C(CCC1CCC)=O)(C)C